C(C)C(COP(=O)([O-])[O-])CCCC.[Zn+2] zinc 2-ethylhexyl-phosphate salt